FC(CN1N=CC=2C1=NC(=CN2)N2CCC1(CCN(C1)C1=NC(=NC(=C1)C)C(F)(F)F)CC2)F 8-[1-(2,2-difluoroethyl)-1H-pyrazolo[3,4-b]pyrazin-6-yl]-2-[6-methyl-2-(trifluoromethyl)pyrimidin-4-yl]-2,8-diazaspiro[4.5]decane